difluoro-oxalate C(C(=O)F)(=O)F